2-fluoro-4-(1-(1-(quinolin-6-yl)ethyl)-1H-imidazo[4,5-b]pyrazin-6-yl)benzamide FC1=C(C(=O)N)C=CC(=C1)C1=CN=C2C(=N1)N(C=N2)C(C)C=2C=C1C=CC=NC1=CC2